1-methoxy-3-{4-[(2-{3-[(2-methoxy-4-sulfamoylphenyl) amino]prop-1-yn-1-yl}-1-(2,2,2-trifluoroethyl)-1H-indol-4-yl)amino]piperidin-1-yl}propan-2-yl 2-methylpropanoate CC(C(=O)OC(COC)CN1CCC(CC1)NC1=C2C=C(N(C2=CC=C1)CC(F)(F)F)C#CCNC1=C(C=C(C=C1)S(N)(=O)=O)OC)C